dinitrogen bis(3-ethylbenzthiazoline-6-sulfonic acid) diammonium salt [NH4+].[NH4+].C(C)N1CSC2=C1C=CC(=C2)S(=O)(=O)[O-].C(C)N2CSC1=C2C=CC(=C1)S(=O)(=O)[O-].[N].[N]